FC1=C2C=CN(C2=C(C=C1F)CC(C(=O)OCC)([N+](=O)[O-])C)S(=O)(=O)C1=CC=C(C)C=C1 ethyl 3-(4,5-difluoro-1-tosyl-1H-indol-7-yl)-2-methyl-2-nitropropanoate